C(C)N1CCC(CC1)NC(NC1=C2C=CN(C2=CC(=C1)C#CCNC1=C(C=C(C=C1)S(=O)(=O)C)OC)CC(F)(F)F)=O 1-(3-{4-[3-(1-ethyl-4-piperidyl)ureido]-1-(2,2,2-trifluoroethyl)-6-indolyl}-2-propynylamino)-4-mesyl-2-methoxybenzene